tert-Butyl (3R,5S)-1-(8-cyanoquinoxalin-5-yl)-5-methylpiperidin-3-yl(methyl)carbamate C(#N)C=1C=CC(=C2N=CC=NC12)N1C[C@@H](C[C@@H](C1)C)N(C(OC(C)(C)C)=O)C